(R)-3-((tert-butoxycarbonyl)amino)-3-formylazepane-1-carboxylic acid tert-butyl ester C(C)(C)(C)OC(=O)N1C[C@](CCCC1)(C=O)NC(=O)OC(C)(C)C